3,5-diamino-6-chloro-N-(N-(4-(4'-(3-hydroxypropyl)-[1,1'-biphenyl]-4-yl)butyl)carbamimidoyl)pyrazine-2-carboxamide NC=1C(=NC(=C(N1)N)Cl)C(=O)NC(NCCCCC1=CC=C(C=C1)C1=CC=C(C=C1)CCCO)=N